N-hydroxy-2,2-dimethyl-3-oxo-4-(4-(trifluoromethyl)benzyl)-3,4-dihydro-2H-benzo[b][1,4]oxazine-6-carboxamide ONC(=O)C1=CC2=C(OC(C(N2CC2=CC=C(C=C2)C(F)(F)F)=O)(C)C)C=C1